FC1=C(C(=O)NCC23CCC(CC2)(CC3)N3N=C2C=C(C=CC2=C3)C3=NC=CC=N3)C=C(C(=C1F)O)F 2,3,5-Trifluoro-4-hydroxy-N-({4-[6-(pyrimidin-2-yl)-2H-indazol-2-yl]bicyclo[2.2.2]octan-1-yl}methyl)benzamide